vinyl sulfone sulfate S(=O)(=O)(O)O.C(=C)S(=O)(=O)C=C